(4-(6-((4-cyano-2-fluorobenzyl)oxy)pyridin-2-yl)-2,5-difluorobenzyl)-1-((3R,4R)-4-(2,2-difluoroethoxy)tetrahydrofuran-3-yl)-1H-benzo[d]imidazole-6-carboxylic acid C(#N)C1=CC(=C(COC2=CC=CC(=N2)C2=CC(=C(CC3=NC4=C(N3[C@@H]3COC[C@@H]3OCC(F)F)C=C(C=C4)C(=O)O)C=C2F)F)C=C1)F